FC1C(CCC(C1)N(C)C)NC1=C2C=C(N(C2=CC=C1)CC(F)(F)F)C#CCNC1=C(C=C(C=C1)S(=O)(=O)C)OC 2-fluoro-N1-(2-(3-((2-methoxy-4-(methylsulfonyl)phenyl)amino)prop-1-yn-1-yl)-1-(2,2,2-trifluoro-ethyl)-1H-indol-4-yl)-N4,N4-dimethyl-cyclohexane-1,4-diamine